3-benzoyl-1-[(2R,4S,5R)-4-[(tert-butyldimethylsilyl)oxy]-5-{[(tert-butyldimethylsilyl)oxy]methyl}-5-ethenyloxolan-2-yl]pyrimidine-2,4-dione 11-trans-octadecadienoate C(C=CC=CCCCCCCCCCCCCC)(=O)O.C(C1=CC=CC=C1)(=O)N1C(N(C=CC1=O)[C@@H]1O[C@]([C@H](C1)O[Si](C)(C)C(C)(C)C)(C=C)CO[Si](C)(C)C(C)(C)C)=O